1-iodo-8-(1-methyl-1H-pyrazol-4-yl)-3H-pyrazolo[3,4-c]isoquinoline IC1=NNC=2N=CC=3C=CC(=CC3C21)C=2C=NN(C2)C